2-ethyl-4-methylimidazolium tetrafluoroborate F[B-](F)(F)F.C(C)C=1NC=C([NH+]1)C